ON1C(C=C(C=C1C)C)=O 1-hydroxy-4,6-dimethyl-2(1H)-pyridone